N-(5-bromo-1H-indol-3-yl)-1-methyl-6-phenoxy-1H-benzo[d]imidazol-2-amine BrC=1C=C2C(=CNC2=CC1)NC1=NC2=C(N1C)C=C(C=C2)OC2=CC=CC=C2